(Z)-4-(4-((5-cyclopropyl-3-(2,6-dichlorophenyl)isoxazol-4-yl)methoxy)-3-methylpiperidin-1-yl)-N'-hydroxybenzimidamide C1(CC1)C1=C(C(=NO1)C1=C(C=CC=C1Cl)Cl)COC1C(CN(CC1)C1=CC=C(/C(/N)=N/O)C=C1)C